NCC=1C=CC(=C(C(=O)NC2(CC2)C2=CC(=CC3=CC=CC=C23)C=2C=NN(C2)C)C1)C 5-(aminomethyl)-2-methyl-N-{1-[3-(1-methyl-1H-pyrazol-4-yl)naphthalen-1-yl]cyclopropyl}benzamide